pentane-2,3-diyl dicarbamate C(N)(OC(C)C(CC)OC(N)=O)=O